1H-imidazol-5-carboxamid N1C=NC=C1C(=O)N